CN1CC(C1)(C)[C@@](C=1C=C(C=NC1)C1=NOC(=N1)C(CO)(C)C)(C1=CC=C(C=C1)C(C)C)O 2-(3-{5-[(R)-(1,3-Dimethyl-azetidin-3-yl)-hydroxy-(4-isopropyl-phenyl)-methyl]-pyridin-3-yl}-[1,2,4]oxadiazol-5-yl)-2-methyl-propan-1-ol